N-((3R,6S)-6-((2-(5-(2-((3R,5R)-3,5-Dimethylmorpholine-4-carbonyl)-4-fluorophenoxy)pyrimidin-4-yl)-2,7-diazaspiro[3.5]nonan-7-yl)methyl)tetrahydro-2H-pyran-3-yl)oxetane-3-sulfonamide C[C@H]1N([C@@H](COC1)C)C(=O)C1=C(OC=2C(=NC=NC2)N2CC3(C2)CCN(CC3)C[C@@H]3CC[C@H](CO3)NS(=O)(=O)C3COC3)C=CC(=C1)F